2'-(4-bromobutyryl)-2',3'-dihydro-4'H-spiro[cyclohexane-1,1'-isoquinoline] BrCCCC(=O)N1C2(C3=CC=CC=C3CC1)CCCCC2